N-(6-(7-(but-3-en-2-yl)-5-chloro-6-fluoro-1H-indazol-4-yl)imidazo[1,2-a]pyrazin-2-yl)-2-fluorocyclopropane-1-carboxamide CC(C=C)C=1C(=C(C(=C2C=NNC12)C=1N=CC=2N(C1)C=C(N2)NC(=O)C2C(C2)F)Cl)F